N-(5-Cyclopropylnaphthalen-1-yl)-4-fluoro-3-(methylsulfonyl)benzamide Methyl-4-[methyl-[(E,1S)-1-methyl-3-(4,4,5,5-tetramethyl-1,3,2-dioxaborolan-2-yl)allyl]amino]butanoate COC(CCCN([C@H](\C=C\B1OC(C(O1)(C)C)(C)C)C)C)=O.C1(CC1)C1=C2C=CC=C(C2=CC=C1)NC(C1=CC(=C(C=C1)F)S(=O)(=O)C)=O